dimercapto-4,4'-biphenyl-dicarboxylic acid SC=1C(=C(C=CC1C(=O)O)C1=CC=C(C=C1)C(=O)O)S